FC(S(=O)(=O)OC(C(C(CC(F)(F)F)F)(F)F)(F)F)(F)F octafluoropentyl trifluoromethanesulfonate